[1-(3-amino-5-fluoro-4-pyridyl)-4-piperidyl]-(4-methylpiperazin-1-yl)methanone hydrobromide Br.NC=1C=NC=C(C1N1CCC(CC1)C(=O)N1CCN(CC1)C)F